BrC1=CC(=C(O[C@H](C(=O)OC)C(C)C)C=C1)C1=NOCC1OCCCC (2S)-methyl 2-[4-bromo-2-(4-butoxy-4,5-dihydroisoxazol-3-yl) phenoxy]-3-methylbutyrate